NCC(=O)N[C@@H](CC(C)C)C(=O)N[C@@H](CC1=CC=CC=C1)C(=O)NCC(=O)O glycyl-L-leucyl-L-phenylalanyl-glycine